1-phenyl-propan C1(=CC=CC=C1)CCC